Tetradecyl acetate C(C)(=O)OCCCCCCCCCCCCCC